3-(4-Amino-3-methyl-2-oxo-2,3-dihydro-1H-benzo[d]imidazol-1-yl)piperidine-2,6-dione NC1=CC=CC=2N(C(N(C21)C)=O)C2C(NC(CC2)=O)=O